1-cyanomethylimidazole methanesulphonate CS(=O)(=O)O.C(#N)CN1C=NC=C1